N1(CCCC1)CCOC1=CC=C(C=C1)NC=1N=CC2=C(N1)C(=CS2)C=2C=C(C=CC2)NC(C)=O N-(3-(2-(4-(2-(pyrrolidin-1-yl)ethoxy)phenylamino)thieno[3,2-d]pyrimidin-7-yl)phenyl)acetamide